ClC1=C2C(CCC2=CC=C1C=1SC=C2C1N=CN(C2=O)CC2(CCN(CC2)C(CC(C(F)F)N2N=C(C=C2)F)=O)O)NC 7-(4-chloro-3-(methylamino)-2,3-dihydro-1H-inden-5-yl)-3-((1-(4,4-difluoro-3-(3-fluoro-1H-pyrazol-1-yl)butyryl)-4-hydroxypiperidin-4-yl)methyl)thieno[3,4-d]pyrimidin-4(3H)-one